(1R,3S,5R)-2-(2-(3-acetyl-5-(2-(hydroxymethyl)pyrimidin-5-yl)-7-methyl-1H-indazol-1-yl)acetyl)-N-(6-bromopyrazin-2-yl)-5-methyl-2-azabicyclo[3.1.0]hexane-3-carboxamide C(C)(=O)C1=NN(C2=C(C=C(C=C12)C=1C=NC(=NC1)CO)C)CC(=O)N1[C@@H]2C[C@@]2(C[C@H]1C(=O)NC1=NC(=CN=C1)Br)C